pyridine iodide salt [I-].N1=CC=CC=C1